NC(C([C@H](C(NCCC1=CC=CC=C1)=O)NC(OCCCCCC)=O)C)=O hexyl ((R)-4-amino-3-methyl-1,4-dioxo-1-(phenethylamino)butan-2-yl)carbamate